OC(CC(=O)O)(CC(=O)O)C(=O)O.C(C1=CC=CC=C1)C1=C(OCCN2CCN(CC2)C)C=CC(=C1)C 1-(2-(2-benzyl-4-methylphenoxy)ethyl)-4-methylpiperazine 2-hydroxypropane-1,2,3-tricarboxylate